cis-butadiene styrenesulfonate C(=CC1=CC=CC=C1)S(=O)(=O)O.C=CC=C